(3S)-3-methylpyrrolidine-3-carbonitrile hydroiodic acid salt I.C[C@]1(CNCC1)C#N